SCCC[Si](OC)(OC)C (3-mercaptopropyl)-methyldimethoxysilane